ClC=1C2=C(N=CN1)N(C=C2I)C2=CC(=CC(=C2)F)F 4-chloro-7-(3,5-difluorophenyl)-5-iodo-7H-pyrrolo[2,3-d]pyrimidine